methylpentanedicarbonitrile CC(CCCCC#N)C#N